C1=CC(=C(C=C1C2=C(C(=O)C3=C(C=C(C=C3O2)O)O)O[C@H]4[C@@H]([C@H]([C@@H]([C@H](O4)CO)O)O)O[C@H]5[C@@H]([C@H]([C@@H]([C@H](O5)CO)O)O)O)O)O The molecule is a quercetin O-glucoside that is quercetin attached to a beta-D-sophorosyl residue at position 3 via a glycosidic linkage. It has a role as an antioxidant and a plant metabolite. It is a tetrahydroxyflavone and a sophoroside. It is a conjugate acid of a quercetin 3-O-beta-D-glucosyl-(1->2)-beta-D-glucoside(1-).